methyl 3-(9-((4-(((tert-butoxycarbonyl)amino)methyl)-2,6-dimethylphenyl)carbamoyl)-4,5-dihydrobenzo[b]thieno[2,3-d]oxepin-8-yl)-6-((cyclopropylmethyl)carbamoyl)picolinate C(C)(C)(C)OC(=O)NCC1=CC(=C(C(=C1)C)NC(=O)C1=CC2=C(OCCC3=C2SC=C3)C=C1C=1C(=NC(=CC1)C(NCC1CC1)=O)C(=O)OC)C